NCCOCCOCCC(N[C@H](C(N[C@H](C(=O)OC(C)C)CCC(C=[N+]=[N-])=O)=O)CC(C)C)=O Isopropyl (2S,5S)-15-amino-2-(4-diazo-3-oxobutyl)-5-isobutyl-4,7-dioxo-10,13-dioxa-3,6-diazapentadecanoate